2-(5-fluoro-2-methylpyridin-4-yl)-3-isopropyl-5-(1-methylpiperidin-4-yl)-1H-indole FC=1C(=CC(=NC1)C)C=1NC2=CC=C(C=C2C1C(C)C)C1CCN(CC1)C